FC1=CC=C(C=C1)C#CC1=CC=CC=2C3=CC(=CC=C3N(C12)CC)C=O (4-fluorophenylethynyl)-6-formyl-N-ethylcarbazole